BrC=1N=C2N(N=CC(=C2C(C)OC)NC(=O)NC=2C=NC=C(C2)C#N)C1 N-(2-bromo-8-(1-methoxyethyl)imidazo[1,2-b]pyridazin-7-yl)-N'-(5-cyanopyridin-3-yl)urea